2,4-dimethyl-6-(1-methyl-cyclohexyl)-phenol CC1=C(C(=CC(=C1)C)C1(CCCCC1)C)O